5-Chloro-3-iodo-1H-pyrazolo[4,3-d]pyrimidine ClC=1N=CC2=C(N1)C(=NN2)I